Methyl 2-(4-((3-chlorophenyl)amino)phenyl)acetate ClC=1C=C(C=CC1)NC1=CC=C(C=C1)CC(=O)OC